(1R,4S)-1,3,3-trimethyl-bicyclo[2.2.1]heptane C[C@@]12CC([C@@H](CC1)C2)(C)C